CC1=CC(=NN1C1=CC=C(C=C1)OC(F)(F)F)N 5-methyl-1-[4-(trifluoromethoxy)phenyl]pyrazol-3-amine